FC1([C@@H](CNCC1)C1=CC=C(C(=O)OC)C=C1)F |r| rac-Methyl 4-(4,4-difluoropiperidin-3-yl)benzoate